(R)-11,11-Difluoro-3-methyl-1,3,4,7,8,9,10,11-octahydro-2H-pyrido[4',3':3,4]pyrazolo-[1,5-a]azepin-8-ol TFA salt OC(=O)C(F)(F)F.FC1(C=2N(CC(CC1)O)N=C1C2CN[C@@H](C1)C)F